O1COC2=NC=C(C=C21)C2=CC=C(C(=N2)OC)NC(=O)C=2C(=NOC2C)C2=CC=CC=C2 (6-([1,3]dioxolo[4,5-b]pyridin-6-yl)-2-methoxypyridin-3-yl)-5-methyl-3-phenylisoxazole-4-carboxamide